7,9-dimethyl-2-phenylpyrimido[4,5-b]quinolin-5-amine CC=1C=C2C(=C3C(=NC2=C(C1)C)N=C(N=C3)C3=CC=CC=C3)N